C(C)(=O)SC1C(CN(CC1)C(=O)OC(C)(C)C)F tert-butyl 4-(acetylthio)-3-fluoropiperidine-1-carboxylate